7-((4-methoxybenzyl)oxy)-6-methyl-9-(tributylstannyl)non-8-en-4-ol COC1=CC=C(COC(C(CC(CCC)O)C)C=C[Sn](CCCC)(CCCC)CCCC)C=C1